C12(CC3CC(CC(C1)C3)C2)CC(=O)N2CCN(CC2)C2=CC=C(C=N2)C=2C=C(C=3C=NN(C3C2)C(C)C)C(=O)NCC=2C(NC(=CC2C)C)=O 6-(6-(4-(2-((1s,3s)-adamantan-1-yl)acetyl)piperazin-1-yl)pyridin-3-yl)-N-((4,6-dimethyl-2-oxo-1,2-dihydropyridin-3-yl)methyl)-1-isopropyl-1H-indazole-4-carboxamide